C(C1=CC=CC=C1)OCCCCCCOC1=NN=C(C2=CC(=CC=C12)N1CCOCC1)Cl 4-(1-((6-(benzyloxy)hexyl)oxy)-4-chlorophthalazin-6-yl)morpholine